CS(=O)(=O)C1=CC=C(C=C1)[C@H](C1CCN(CC1)C(=O)C=1C=CC2=C(NC(CO2)=O)C1)C1=CC=CC=C1 |r| Rac-6-[4-[(4-Methylsulfonylphenyl)-phenyl-methyl]piperidine-1-carbonyl]-4H-1,4-benzoxazin-3-one